CCNP(=S)(OC)O/C(=C/C(=O)OC(C)C)/C The molecule is a phosphoramidate ester, an organophosphate insecticide and an isopropyl ester. It has a role as an EC 3.1.1.7 (acetylcholinesterase) inhibitor and an agrochemical. It derives from an isopropyl 3-hydroxybut-2-enoate.